ClC1=C2C(=NC(=N1)P(=O)(C)C)N(N=C2)C2=C(C=C(C=C2)F)F 4-chloro-1-(2,4-difluorophenyl)-6-dimethylphosphoryl-pyrazolo[3,4-d]pyrimidine